[Al].[Li].[Mg].O=C1NC(CCC1N1C(C2=CC=C(C=C2C1)C(=O)N[C@@H](C(F)(F)F)C1=CC=C(C=C1)CN1CCOCC1)=O)=O 2-(2,6-dioxopiperidin-3-yl)-1-oxo-N-((R)-2,2,2-trifluoro-1-(4-(morpholinomethyl)phenyl)ethyl)isoindoline-5-carboxamide MAGNESIUM LITHIUM-ALUMINUM